methyl 2-(2-chloropyridin-4-yl)-2-methylpropionate ClC1=NC=CC(=C1)C(C(=O)OC)(C)C